C(#N)[C@H]1N([C@H]2C[C@H]2C1)C(CNC(=O)C1=CC=NC2=CC=C(C=C12)C(F)(F)F)=O N-(2-((1s,3s,5s)-3-cyano-2-azabicyclo[3.1.0]hex-2-yl)-2-oxoethyl)-6-(trifluoromethyl)quinoline-4-carboxamide